[6-(hydroxymethyl)-2-pyridyl]methanol OCC1=CC=CC(=N1)CO